COC(=O)C1CC=2N(CC1)C(=NN2)C2CC2 3-cyclopropyl-5,6,7,8-tetrahydro-[1,2,4]triazolo[4,3-a]pyridine-7-carboxylic acid methyl ester